1-ethyl-N-(1-ethyl-1H-1,2,4-triazol-3-yl)-5-methyl-1H-imidazo[4,5-b]pyridine-6-carboxamide C(C)N1C=NC2=NC(=C(C=C21)C(=O)NC2=NN(C=N2)CC)C